N=1C=NN2C1C=CC(=C2)C2=CC(=NN2C2=NC(=CC=C2)C)CC(=O)NC2=CC1=C(OCO1)C=C2 5-([1,2,4]triazolo[1,5-a]pyridin-6-yl)-N-(benzo[d][1,3]dioxol-5-yl)-1-(6-methylpyridin-2-yl)-1H-pyrazole-3-carboxyamide